2,2-dimethyl-1,6-hexanediamine CC(CN)(CCCCN)C